C(C)(C)(C)C=1C=CC=2C(C3=CC=C(C=C3NC2C1)OC)(C)C 3-(tert-butyl)-6-methoxy-9,9-dimethyl-9,10-dihydroacridine